1-(fluoromethyl)-4-(4,4,5,5-tetramethyl-1,3,2-dioxaborolan-2-yl)pyrazole FCN1N=CC(=C1)B1OC(C(O1)(C)C)(C)C